tert-butyl N-tert-butoxycarbonyl-N-[8-[4-[4-[(2,6-dioxo-3-piperidyl)amino]phenyl]-1-piperidyl]-7-fluoro-octyl]carbamate C(C)(C)(C)OC(=O)N(C(OC(C)(C)C)=O)CCCCCCC(CN1CCC(CC1)C1=CC=C(C=C1)NC1C(NC(CC1)=O)=O)F